C(CCC)N(C1=CC2=C(C=C(O2)C(=O)N)C=C1)CCCC 6-(dibutylamino)-1-benzofuran-2-carboxamide